1-(4-isothiocyanato-2-(trifluoromethyl)benzyl)pyrrolidine N(=C=S)C1=CC(=C(CN2CCCC2)C=C1)C(F)(F)F